CN(C1=C(C=C(C=C1)N)C)CCN1CCOCC1 N1,2-dimethyl-N1-[2-(morpholin-4-yl)ethyl]benzene-1,4-diamine